5-(3-chlorobenzyl)-N-(6-(hydroxymethyl)pyridin-3-yl)picolinamide trifluoroacetate salt FC(C(=O)O)(F)F.ClC=1C=C(CC=2C=CC(=NC2)C(=O)NC=2C=NC(=CC2)CO)C=CC1